C(CCC)OC(=O)C1C2C3C4C=CC(C3C(C1)C2)C4 8-n-butoxycarbonyltetracyclo[4.4.0.12,5.17,10]dodeca-3-ene